2-(6-Azaspiro[2.5]octan-6-yl)-4-(S-cyclopropylsulfonimidoyl)-N-(6-(3,3-difluoro-1-azetidinyl)-4-methyl-2-pyridinyl)benzamide C1CC12CCN(CC2)C2=C(C(=O)NC1=NC(=CC(=C1)C)N1CC(C1)(F)F)C=CC(=C2)S(=O)(=N)C2CC2